FC1(CN(CC1)C1=NC=CC(=C1NC(=O)C1OC2=C(C1)C=CC=C2)C2=C(C=CC=C2)F)F N-[2-(3,3-difluoropyrrolidin-1-yl)-4-(2-fluoro-phenyl)-3-pyridyl]-2,3-dihydrobenzofuran-2-carboxamide